NCC1=C(C(=O)NC2CCN(CC2)C)C=C(C=C1)F (aminomethyl)-5-fluoro-N-(1-methylpiperidin-4-yl)benzamide